C(C1=CC=CC=C1)OC=1C=CC2=C(C(=C(O2)C)C(=O)NC2(COC2)CO)C1 5-(benzyloxy)-N-(3-(hydroxymethyl)oxetan-3-yl)-2-methylbenzofuran-3-carboxamide